C(#N)C=1C(=NC=C(C(=O)O)C1)SC 5-cyano-6-(methylthio)nicotinic acid